(2R,5S,12R,15R,19R)-12-cyclohexyl-2-[2-(3,4-dimethoxyphenyl)ethyl]-3,23-dioxa-10,13,20-triazatetracyclo[22.3.1.05,10.015,19]octacosa-1(28),24,26-triene-4,11,14,21-tetrone C1(CCCCC1)[C@@H]1C(N2CCCC[C@H]2C(O[C@@H](C=2C=CC=C(OCC(N[C@@H]3CCC[C@H]3C(N1)=O)=O)C2)CCC2=CC(=C(C=C2)OC)OC)=O)=O